methanaminium Acetate C(C)(=O)[O-].C[NH3+]